2-[(1E,3E)-5-[(2Z)-1-(5-carbamoylpentyl)-3,3-dimethyl-2,3-dihydro-1H-indol-2-ylidene]penta-1,3-dien-1-yl]-1,3,3-trimethyl-3H-indol-1-ium C(N)(=O)CCCCCN1\C(\C(C2=CC=CC=C12)(C)C)=C/C=C/C=C/C1=[N+](C2=CC=CC=C2C1(C)C)C